(3-(2-(Dimethylamino)ethyl)-1H-indol-1-yl)methyl ethyl carbonate C(OCN1C=C(C2=CC=CC=C12)CCN(C)C)(OCC)=O